octadecyldihydroxyethylamine oxide C(CCCCCCCCCCCCCCCCC)[NH+](CC(O)O)[O-]